FC1=C(C=CC=C1)C=1C(=CN(C(C1)=O)CC1(CCN(CC1)C(=O)[C@]1(CC2=CC=CC=C2CC1)C)O)C(=O)N(C)C(C)C (R,S)-4-(2-Fluorophenyl)-1-((4-Hydroxy-1-(2-methyl-1,2,3,4-tetrahydronaphthalin-2-carbonyl)piperidin-4-yl)methyl)-N-isopropyl-N-methyl-6-oxo-1,6-dihydropyridin-3-carboxamid